N1N=CC2=C1C=C1CCNCC1(C2)C(=O)C2=NC=CC(=C2)C 4,4a,5,6,7,8-hexahydro-1H-pyrazolo[3,4-g]isoquinolin-4a-yl(4-methylpyridin-2-yl)methanone